Di-tert-butyl-(S)-4-methylene-5-oxopyrrolidine-1,2-dicarboxylate C(C)(C)(C)OC(=O)N1[C@@H](CC(C1=O)=C)C(=O)OC(C)(C)C